7-((5-Methyl-6-(piperazin-1-yl)pyridin-3-yl)methyl)-N2-propylimidazo[2,1-f][1,2,4]triazin-2,4-diamin CC=1C=C(C=NC1N1CCNCC1)CC1=CN=C2C(=NC(=NN21)NCCC)N